1-{4-(phenylsulfamoyl)phenyl}-3-(pyridin-3-ylmethyl)urea C1(=CC=CC=C1)NS(=O)(=O)C1=CC=C(C=C1)NC(=O)NCC=1C=NC=CC1